1-(1-phenylethyl)-1,3-dihydro-2H-benzo[d]imidazol-2-one C1(=CC=CC=C1)C(C)N1C(NC2=C1C=CC=C2)=O